cobalt sulfate S(=O)(=O)([O-])[O-].[Co+2]